CC1(OC=C(O1)C1O[C@H]([C@H]2[C@@H]1OC(O2)(C)C)O)C (3aR,4R,6aR)-6-(2,2-dimethyl-1,3-dioxol-4-yl)-2,2-dimethyl-tetrahydrofurano[3,4-d][1,3]-dioxol-4-ol